The molecule is an L-alpha-amino acid anion that is the conjugate base of L-arginine; obtained by deprotonation of the carboxy group. It is an argininate and a L-alpha-amino acid anion. It is a conjugate base of a L-arginine. It is an enantiomer of a D-argininate. C(C[C@@H](C(=O)[O-])N)CN=C(N)N